5-((4-(2-(5-chloropyridin-2-yl)benzyl)piperazin-1-yl)methyl)-1-oxoisoindoline ClC=1C=CC(=NC1)C1=C(CN2CCN(CC2)CC=2C=C3CNC(C3=CC2)=O)C=CC=C1